3-[4-bromo-2-(2-methyl-2H-[1,2,4]triazol-3-yl)-thiazol-5-yl]-2,5-dimethyl-7-(1-propyl-butyl)-pyrazolo[1,5-a]pyrimidine BrC=1N=C(SC1C=1C(=NN2C1N=C(C=C2C(CCC)CCC)C)C)C=2N(N=CN2)C